C(C)OC(=O)C1(C(C2=C(OC3=C2C=2C=CC=CC2C=C3)C1)C1=CC=CC=C1)C(=O)OCC 10-phenyl-8,10-dihydro-9H-cyclopenta[b]naphtho[1,2-d]furan-9,9-dicarboxylic acid diethyl ester